ferrous carbonate C([O-])([O-])=O.[Fe+2]